(R)-tert-butyl (1-amino-1-oxopropan-2-yl)carbamate NC([C@@H](C)NC(OC(C)(C)C)=O)=O